NCCCN(CCCCCCCCCCCC)CCCN N,N-bis(3-aminopropyl)-dodecanamine